ClC=1C=C(C=CC1C)B(O)O (3-chloro-4-methylphenyl)boronic acid